3-{[3-(acetyloxy)-1-methoxy-1-oxopropan-2-yl]carbamoyl}-3-aminopropanoic acid C(C)(=O)OCC(C(=O)OC)NC(=O)C(CC(=O)O)N